C1(CCCCC1)C[C@@H](C(=O)N[C@H](CO)C[C@H]1C(NCC1)=O)NC(OC(C(C)(C)C1=CC(=CC=C1)Cl)C=1C=C2CCCC2=CC1)=O 2-(3-Chlorophenyl)-1-(2,3-dihydro-1H-inden-5-yl)-2-methylpropyl ((S)-3-cyclohexyl-1-(((S)-1-hydroxy-3-((S)-2-oxopyrrolidin-3-yl)propan-2-yl)amino)-1-oxopropan-2-yl)carbamate